erbium-cobalt oxide [Co]=O.[Er]